ethyl 5-methoxybenzo[1,2-b:4,3-b']dithiophene-2-carboxylate COC1=CC=2SC(=CC2C2=C1SC=C2)C(=O)OCC